2-((2-(3-(((3-amino-6-methoxypyridin-2-yl)methyl)(tert-butoxycarbonyl)amino)propyl)-3,4-difluoro-phenyl)-amino)-5-fluoro-4-(trifluoromethyl)benzoic acid NC=1C(=NC(=CC1)OC)CN(CCCC1=C(C=CC(=C1F)F)NC1=C(C(=O)O)C=C(C(=C1)C(F)(F)F)F)C(=O)OC(C)(C)C